3-(2-chloro-7-methyl-8-oxo-7,8-dihydro-9H-purin-9-yl)adamantane-1-carboxylic acid ClC1=NC=C2N(C(N(C2=N1)C12CC3(CC(CC(C1)C3)C2)C(=O)O)=O)C